(2,5-diallyloxyphenyl)diphenylphosphine oxide C(C=C)OC1=C(C=C(C=C1)OCC=C)P(C1=CC=CC=C1)(C1=CC=CC=C1)=O